trans-[(3S)-3-(3,4-difluorophenyl)isoxazolidin-2-yl]-[4-[(3,7-dimethyl-[1,2,4]triazolo[4,3-a]pyridin-6-yl)methyl]cyclohexyl]methanone FC=1C=C(C=CC1F)[C@H]1N(OCC1)C(=O)[C@@H]1CC[C@H](CC1)CC=1C(=CC=2N(C1)C(=NN2)C)C